Silver acetate dihydrate O.O.C(C)(=O)[O-].[Ag+]